[N+](=O)([O-])C1=C(C=CC=C1)[C@H](C)O (S)-1-(2-nitrophenyl)ethanol